2-(4-(((3-(2,6-dioxopiperidin-3-yl)benzyl)(methyl)amino)methyl)phenyl)-5-fluorobenzofuran-7-carboxamide O=C1NC(CCC1C=1C=C(CN(C)CC2=CC=C(C=C2)C=2OC3=C(C2)C=C(C=C3C(=O)N)F)C=CC1)=O